Azepine-6(1H)-carboxylic acid methyl ester COC(=O)C=1C=CC=CNC1